ClC1=C(C(=O)NC2=C3C=NN(C3=CC=C2)C=2C=NC(=CC2)C)C=C(C=C1)CNC(C(F)(F)F)=O 2-Chloro-N-[1-(6-methylpyridin-3-yl)-1H-indazol-4-yl]-5-{[(trifluoroacetyl)amino]methyl}benzamide